N1[C@@H](CCC1)C(=O)[O-] Z-prolinate